N-(tert-butoxycarbonyl)glycylglycyl-L-valyl-N5-carbamoyl-L-ornithine C(C)(C)(C)OC(=O)NCC(=O)NCC(=O)N[C@@H](C(C)C)C(=O)N[C@@H](CCCNC(N)=O)C(=O)O